FCC(C(C1=CC=CC=C1)C1=CC=CC=C1)C=1N(C(C(=C(N1)C(=O)NC=1C=NOC1)O)=O)C 2-(3-fluoro-1,1-diphenylprop-2-yl)-5-hydroxy-N-(isoxazol-4-yl)-1-methyl-6-oxo-1,6-dihydropyrimidine-4-carboxamide